NC=1C(=C(C=C2C=C(N=CC12)NC1=NN2C(CN(S(C2)(=O)=O)C(C)C)=C1)C=1C=NC=C(C1C)N)F 2-((8-amino-6-(5-amino-4-methylpyridin-3-yl)-7-fluoroisoquinolin-3-yl)amino)-5-isopropyl-4,5-dihydro-7H-pyrazolo[5,1-d][1,2,5]thiadiazine 6,6-dioxide